1,3,5-trimethylenebenzene C=C1CC(CC(C1)=C)=C